N-(4-chlorophenyl)-N-(2-(4-(2-(thiophen-2-yl)ethyl)piperazin-1-yl)ethyl)acrylamide ClC1=CC=C(C=C1)N(C(C=C)=O)CCN1CCN(CC1)CCC=1SC=CC1